(1S,3R)-3-acetamido-N-(5-chloro-4-(4-fluoro-1-isopropyl-1H-benzo[d][1,2,3]triazol-6-yl)pyridin-2-yl)cyclohexane-1-carboxamide C(C)(=O)N[C@H]1C[C@H](CCC1)C(=O)NC1=NC=C(C(=C1)C=1C=C(C2=C(N(N=N2)C(C)C)C1)F)Cl